(1R,2S,5S)-N-[cyano(phthalazin-1-yl)methyl]-6,6-dimethyl-3-[(2S)-3-methyl-2-[(2,2,2-trifluoroacetyl)amino]butanoyl]-3-azabicyclo[3.1.0]hexane-2-carboxamide C(#N)C(NC(=O)[C@@H]1[C@H]2C([C@H]2CN1C([C@H](C(C)C)NC(C(F)(F)F)=O)=O)(C)C)C1=NN=CC2=CC=CC=C12